BrC=1C=C2C(=NC1)C(=C(O2)C(=O)OC)O methyl 6-bromo-3-hydroxyfuro[3,2-b]pyridine-2-carboxylate